C(C)(C)(C)OC(=O)N1CCN(CC1)C1=NC=C(C=C1)OC(F)F 4-(5-(Difluoromethoxy)pyridin-2-yl)piperazine-1-carboxylic acid tert-butyl ester